N-(Pyrimidin-5-yl)isoindolin-4-amine hydrochloride Cl.N1=CN=CC(=C1)NC=1C=2CNCC2C=CC1